(2S,3S)-2-({[(9H-fluoren-9-yl)methoxy]carbonyl}amino)-3-(2-methylpropoxy)butanoic acid C1=CC=CC=2C3=CC=CC=C3C(C12)COC(=O)N[C@H](C(=O)O)[C@H](C)OCC(C)C